DIMETHYLFUMARAT C\C(=C(/C(=O)[O-])\C)\C(=O)[O-]